N-[5-[5-methyl-3-[[(2S)-1,3,3-trimethylazetidin-2-yl]methoxy]isoxazol-4-yl]pyrazolo[1,5-a]pyridin-2-yl]cyclopropanecarboxamide CC1=C(C(=NO1)OC[C@H]1N(CC1(C)C)C)C1=CC=2N(C=C1)N=C(C2)NC(=O)C2CC2